C1(CC1)C(=O)N1C[C@H](CC1)CN 1-[(3R)-1-cyclopropanecarbonyl-pyrrolidin-3-yl]methylamine